C(C)(C)(C)OC(=O)N[C@H]1CC\C(\C[C@@H]2N(C1=O)[C@@H](CC2)C(=O)OC)=C/C methyl (3S,6S,10aR,E)-6-((tert-butoxycarbonyl)amino)-9-ethylidene-5-oxodecahydropyrrolo[1,2-a]azocine-3-carboxylate